1,3-thiazol-5-carboxamide S1C=NC=C1C(=O)N